3-isopropyl-pyrazin-2-amine C(C)(C)C=1C(=NC=CN1)N